5-(5-cyclopropyl-4-iodoisoxazol-3-yl)-7-isopropyl-7H-pyrrolo[2,3-d]Pyrimidin-4-amine C1(CC1)C1=C(C(=NO1)C1=CN(C=2N=CN=C(C21)N)C(C)C)I